((2R,3S,4R,5R)-5-cyano-4-hydroxy-5-(4-((((pivaloyloxy)methoxy)carbonyl)amino)pyrrolo[2,1-f][1,2,4]triazin-7-yl)-3-(propionyloxy)tetrahydrofuran-2-yl)methyl L-valinate N[C@@H](C(C)C)C(=O)OC[C@H]1O[C@]([C@@H]([C@@H]1OC(CC)=O)O)(C1=CC=C2C(=NC=NN21)NC(=O)OCOC(C(C)(C)C)=O)C#N